C(#N)C=1C(=NC(=C(C1C1CC1)C#N)N1CCNCCC1)SC(C(=O)N)C 2-((3,5-dicyano-4-cyclopropyl-6-(1,4-diazepan-1-yl)pyridin-2-yl)thio)propanamide